1-[3-[7-(difluoromethyl)-6-(1-methylpyrazol-4-yl)-3,4-dihydro-2H-quinolin-1-yl]-1-[1-(4-hydroxybutyl)-4-piperidinyl]-6,7-dihydro-4H-pyrazolo[4,3-C]pyridin-5-yl]ethanone FC(C1=C(C=C2CCCN(C2=C1)C1=NN(C2=C1CN(CC2)C(C)=O)C2CCN(CC2)CCCCO)C=2C=NN(C2)C)F